4-benzyl-2-ethyl-2-methylpiperazine C(C1=CC=CC=C1)N1CC(NCC1)(C)CC